7-Chloro-6-fluoro-1-(2-isopropyl-4-methylpyridin-3-yl)-4-(4-(3-methyl-2-oxopyrrolidin-1-yl)piperidin-1-yl)pyrido[2,3-d]pyrimidin-2(1H)-one ClC=1C(=CC2=C(N(C(N=C2N2CCC(CC2)N2C(C(CC2)C)=O)=O)C=2C(=NC=CC2C)C(C)C)N1)F